CN(C)C1(CCC2(CC1)C3=C(CCO2)C4=C(N3)C=CC(=C4)F)C5=CC=CC=C5 (1r,4r)-6'-fluoro-N,N-dimethyl-4-phenyl-4',9'-dihydro-3'H-spiro[cyclohexane-1,1'-pyrano[3,4-b]indol]-4-amine